ClC1=C2C=NN(C2=C(C=C1)C(=O)NC1CC2(CC(C2)C(=O)O)C1)[C@H](C)C1=CC=C(C=C1)C1=CC(=NC=C1)OCC |o1:23| (Sa)-6-(4-chloro-1-((R) or (S)-1-(4-(2-ethoxypyridin-4-yl)phenyl)-ethyl)-1H-indazole-7-carboxamido)spiro[3.3]heptane-2-carboxylic acid